C(O)C(C(=O)O)(CC)CO L-2,2-dimethylolbutanoic acid